C(CCCCC)OC(C)OCC(C)N 1-(1-Hexyloxyethoxy)-propan-2-amin